C(C1=CC=CC=C1)(C1=CC=CC=C1)NCC(=O)NO 2-(benzhydrylamino)ethanehydroxamic acid